(N-[4-Amino-5-[3-[[cyclopentyl(methyl)amino]methyl]isoxazol-5-carbonyl]thiazol-2-yl]-4-fluoroanilino)propanamid NC=1N=C(SC1C(=O)C1=CC(=NO1)CN(C)C1CCCC1)N(C1=CC=C(C=C1)F)C(C(=O)N)C